C(C)C(C1COC1)OC(CC)C1COC1 (1-ethyl-(3-oxetanyl) methyl) ether